FC1C[C@H]2[C@@H]3CC(C([C@@]3(C)CC([C@@]2([C@]2(C=CC(C=C12)=O)C)F)O)OC(CC)=O)C 6,9-Difluoro-11-hydroxy-16-methyl-3-oxo-17-propionyloxy-androsta-1,4-dien